C1(CCCCC1)NC(=S)NC1CCCCC1 N,N'-dicyclohexyl-thiourea